NC=1C(=NC(=C(N1)C=1OC=CN1)C=1C=CC=2N(C1)C(=CN2)C)C(=O)NCC2=NC(=CC=C2)N2[C@H](CN(CC2)C)C (S)-3-amino-N-((6-(2,4-dimethylpiperazin-1-yl)pyridin-2-yl)methyl)-6-(3-methylimidazo[1,2-a]pyridin-6-yl)-5-(oxazol-2-yl)pyrazine-2-carboxamide